CC=1N=NC(=NN1)C=1C=NC=CC1 3-methyl-6-(pyridin-3-yl)-1,2,4,5-tetrazine